ClC=1C=C2C=NC(=NC2=CC1N1CCN(CC1)C1(C(COC1)O)C)NC=1C=NN(C1Cl)C1CC1 4-(4-{6-chloro-2-[(5-chloro-1-cyclopropyl-1H-pyrazol-4-yl)amino]quinazolin-7-yl}piperazin-1-yl)-4-methyloxolan-3-ol